O=C1CCC(CC1)C(C)(C)C1CCC(CC1)=O 2,2-bis(4-oxocyclohexyl)propane